2-(4-((1-methyl-1H-benzo[d]imidazol-6-yl)methyl)-3,5-dichlorophenyl)-3,5-dioxo-2,3,4,5-tetrahydro-1,2,4-triazine-6-carbonitrile CN1C=NC2=C1C=C(C=C2)CC2=C(C=C(C=C2Cl)N2N=C(C(NC2=O)=O)C#N)Cl